(5S)-5-benzyl-3-[6-chloro-3-[3-(trifluoro-methyl)phenoxy]pyridazin-4-yl]-5,6-dihydro-4H-1,2,4-oxadiazine C(C1=CC=CC=C1)[C@@H]1NC(=NOC1)C1=C(N=NC(=C1)Cl)OC1=CC(=CC=C1)C(F)(F)F